2-((4-(3-(4-chloro-2-fluorophenyl)-4-methyl-3,4-dihydro-2H-benzo[b][1,4]oxazin-5-yl)piperidin-1-yl)methyl)-3-(((S)-oxabutan-2-yl)methyl)-3H-imidazo[4,5-b]pyridine-5-carboxylic acid ClC1=CC(=C(C=C1)C1N(C2=C(OC1)C=CC=C2C2CCN(CC2)CC2=NC=1C(=NC(=CC1)C(=O)O)N2C[C@@H](O)CC)C)F